CC(=CCO)CCC1=CC=CC=C1 (Z)- or (E)-3-methyl-5-phenylpent-2-en-1-ol